CC1=CC=C(C=C1)S(=O)(=O)O.C(C)(C)(C)OC(=O)N1C[C@H]([C@H](CC1)N)C1=CC=C(C=C1)F.N=1N=C(NC1)C1=CC=C(N)C=C1 |o1:20,21| 4-(4H-1,2,4-triazol-3-yl)aniline tert-butyl-(3R*,4S*)-4-amino-3-(4-fluorophenyl)piperidine-1-carboxylate p-toluenesulfonate